ClC(C1=CC=C(C=2C=CC=NC12)C#N)C1=CC=C(C=C1)C(F)(F)F 8-[chloro{4-(trifluoromethyl)phenyl}methyl]quinoline-5-carbonitrile